2-(3-fluorophenyl)-N5-(4-(2-methyl-2H-tetrazol-5-yl)phenethyl)-[1,2,4]triazolo[1,5-a][1,3,5]triazine-5,7-diamine FC=1C=C(C=CC1)C1=NN2C(N=C(N=C2N)NCCC2=CC=C(C=C2)C=2N=NN(N2)C)=N1